C1(=CC=CC=C1)C=1C(=C(C(=C(C1)C1=CC=C(C=C1)C1=CC2=CC=CC=C2C=C1)C1=CC=CC=C1)C1=CC=CC=C1)N triphenyl-4'-naphthalen-2-yl-biphenyl-4-amine